3-(2-(1-(Decanoyloxy)propoxy)-2,2-diphenylacetoxy)spiro[bicyclo[3.2.1]octane-8,1'-pyrrolidin]-8-ium formate C(=O)[O-].C(CCCCCCCCC)(=O)OC(CC)OC(C(=O)OC1CC2CCC(C1)[N+]21CCCC1)(C1=CC=CC=C1)C1=CC=CC=C1